C(C)(C)(C)C1=NC(=NO1)C(=O)NCC1=C(C=C(C=C1)C1=NC=NN2C1=CC=C2)Cl 5-(tert-butyl)-N-(2-chloro-4-(pyrrolo[2,1-f][1,2,4]triazin-4-yl)benzyl)-1,2,4-oxadiazole-3-carboxamide